COC[C@H](C(=O)N[C@H](C)C=1C=C2CC(NC2=CC1)=O)SC1=NC(NC=C1C)=O (2R)-3-methoxy-2-[(5-methyl-2-oxo-1H-pyrimidin-4-yl)sulfanyl]-N-[(1R)-1-(2-oxoindolin-5-yl)ethyl]propanamide